[Zr+4].[K+].C([O-])([O-])=O carbonic acid potassium zirconium salt